tert-butyl 6-(hydroxymethyl)-4-((2-nitrophenyl)sulfonyl)-1,4-diazepane-1-carboxylate OCC1CN(CCN(C1)C(=O)OC(C)(C)C)S(=O)(=O)C1=C(C=CC=C1)[N+](=O)[O-]